BrC1=C(OC=2C=C(C=C(C2C1=O)O)O)C1=CC(O)=C(OC)C=C1 3-Bromodiosmetine